NC1=NOC2=C1C=CC(=C2)C2=C(C=C(C#N)C=C2)OC=2N(N=C(C2)C2CC2)C 4-(3-amino-1,2-benzoxazol-6-yl)-3-(5-cyclopropyl-2-methylpyrazol-3-yl)oxybenzonitrile